3-(5-bromo-2-methoxyphenyl)-5-chlorobenzo[c]isoxazole BrC=1C=CC(=C(C1)C1=C2C(=NO1)C=CC(=C2)Cl)OC